(E)-3-(4-methyl-1-phenylpent-1-en-1-yl)isoxazol-5,5(4H)-dicarboxylic acid diethyl ester C(C)OC(=O)C1(CC(=NO1)\C(=C\CC(C)C)\C1=CC=CC=C1)C(=O)OCC